5-[4-amino-5-(trifluoromethyl)pyrrolo[2,1-f][1,2,4]triazin-7-yl]-N-[(3R,4S)-4-fluoro-1-(3-fluoropyridine-4-carbonyl)pyrrolidin-3-yl]-2-methylbenzamide NC1=NC=NN2C1=C(C=C2C=2C=CC(=C(C(=O)N[C@@H]1CN(C[C@@H]1F)C(=O)C1=C(C=NC=C1)F)C2)C)C(F)(F)F